C(#N)C1=C(N=CS1)C(=O)N[C@H](C(=O)NC1=NC=CC(=C1)C(COC)N1C(N[C@@H](C1)C(F)(F)F)=O)C1CCC(CC1)C 5-Cyano-N-((1S)-2-((4-(2-methoxy-1-((S)-2-oxo-4-(trifluoromethyl)imidazolidin-1-yl)ethyl)pyridin-2-yl)amino)-1-((1r,4S)-4-methylcyclohexyl)-2-oxoethyl)thiazole-4-carboxamide